N1C2=C(O[C@@H](C1)[C@@H](C1=CC=CC=C1)NC[C@@H](C)C1=CC=C(C#N)C=C1)N=CC=C2 4-[(1S)-2-[[(R)-[(3S)-2,3-dihydro-1H-pyrido[2,3-b][1,4]oxazin-3-yl]-phenyl-methyl]amino]-1-methyl-ethyl]benzonitrile